N-[7-methoxy-4-(1-methyl-1H-pyrazol-4-yl)-1H-1,3-benzodiazol-2-yl]-2-oxo-1,8-diazaspiro[4.5]decane-8-carboxamide COC1=CC=C(C2=C1NC(=N2)NC(=O)N2CCC1(CCC(N1)=O)CC2)C=2C=NN(C2)C